C(C)(C)(C)NS(=O)(=O)C1=CC=C(C=C1)NC(=O)C1CC=2C(=NC=CC2)N1C(C1=CC=C(C=C1)F)=O N-(4-(N-tert-butylsulfamoyl)phenyl)-1-(4-fluorobenzoyl)-2,3-dihydro-1H-pyrrolo[2,3-b]pyridine-2-carboxamide